8-(3,5-dichlorophenyl)-N-[(7R)-6,7-dihydro-5H-thieno[3,2-b]pyran-7-yl]-4-(dimethylamino)-1,7-naphthyridine-3-carboxamide ClC=1C=C(C=C(C1)Cl)C=1N=CC=C2C(=C(C=NC12)C(=O)N[C@H]1C2=C(OCC1)C=CS2)N(C)C